ClC1=C(C(=O)N[C@@H](CCOC2CC(C2)CCC2=NC=3NCCCC3C=C2)C(=O)O)C=CC=C1 N-(2-chlorobenzoyl)-O-(3-(2-(5,6,7,8-tetrahydro-1,8-naphthyridin-2-yl)ethyl)cyclobutyl)homoserine